BrC1=CC=C2C(CC(C2=C1)O)N1CCN(CC1)C(C)C 6-bromo-3-(4-isopropylpiperazin-1-yl)-2,3-dihydro-1H-inden-1-ol